3-chloro-4-methoxy-N-(phenyl(1-((2-(trimethylsilyl)ethoxy)methyl)-1H-imidazol-2-yl)methyl)aniline ClC=1C=C(NC(C=2N(C=CN2)COCC[Si](C)(C)C)C2=CC=CC=C2)C=CC1OC